BrC(I)Br Dibromomonoiodomethane